6-bromo-4-methyl-2H-1,4-benzoxazin-3(4H)-one BrC=1C=CC2=C(N(C(CO2)=O)C)C1